tert-butyl 4-(1H-indol-5-yl)-3-oxo-piperazine-1-carboxylate N1C=CC2=CC(=CC=C12)N1C(CN(CC1)C(=O)OC(C)(C)C)=O